CC1=C(C=2C(N(C(=CC2O1)C)CCC)=O)C1=CC=CC2=CC=CC=C12 2,6-dimethyl-3-(1-naphthyl)-5-propylfuro[3,2-c]pyridin-4(5H)-one